FC1(CO1)F 2,2-difluoro ethylene oxide